Tert-Butyl (4S)-5-amino-4-(benzyloxycarbonylamino)-5-oxo-pentanoate NC([C@H](CCC(=O)OC(C)(C)C)NC(=O)OCC1=CC=CC=C1)=O